1-(5-chloropyridine-3-carbonyl)-4-[phenyl(thiophen-3-yl)methyl]piperazine ClC=1C=C(C=NC1)C(=O)N1CCN(CC1)C(C1=CSC=C1)C1=CC=CC=C1